N1(C=NC=C1)C[C@H]1COC=2C(=C(C=C3C(=NC(N1C23)=O)N2[C@H](CN([C@@H](C2)C)C(C=C)=O)C)Cl)C2=C(C=CC=C2O)F (3S,10S)-3-((1H-imidazol-1-yl)methyl)-7-((2S,5R)-4-acryloyl-2,5-dimethylpiperazin-1-yl)-9-chloro-10-(2-fluoro-6-hydroxyphenyl)-2,3-dihydro-5H-[1,4]oxazino[2,3,4-ij]quinazolin-5-one